1,1,3,3-tetramethyl-1,3-bis(1-methylethyl)disiloxane C[Si](O[Si](C(C)C)(C)C)(C(C)C)C